O=C1N2C(OC3=C1C=C(C=C3)NC(OC(C)(C)C)=O)CCC2 tert-butyl (9-oxo-1,2,3,3a-tetrahydro-9H-benzo[e]pyrrolo[2,1-b][1,3]oxazin-7-yl)carbamate